ClC=1C=CC(=NC1)[C@H](CC1=NC(=NC(=N1)N[C@@H](CO)CC(C)C)NS(=O)(=O)C)C |o1:7| N-(4-((S*)-2-(5-chloropyridin-2-yl)propyl)-6-(((R)-1-hydroxy-4-methylpentan-2-yl)amino)-1,3,5-triazin-2-yl)methanesulfonamide